C(CC(O)(C(=O)O)CC(=O)O)(=O)O.C(CC(O)(C(=O)O)CC(=O)O)(=O)O citric acid-citrate salt